(6-(1-methyl-1H-pyrrolo[2,3-b]pyridin-6-yl)-2-azaspiro[3.3]heptan-2-yl)methanone CN1C=CC=2C1=NC(=CC2)C2CC1(CN(C1)C=O)C2